O=S1(C2=C(C3=C1C=CC(=C3)C#CC)C=C(C=C2)[C@@]2(CS(C(C(N2)=N)(C)C)(=O)=O)C)=O (R)-5-(5,5-Dioxido-8-(prop-1-yn-1-yl)dibenzo[b,d]thiophen-2-yl)-3-imino-2,2,5-trimethylthiomorpholine 1,1-dioxide